ClC=1C=NN(C1C(=O)NC1=NC=C(C=C1C)C#CC1=CC=C(C=C1)F)CC1CN(CCC1)C(=O)C1C(C1)C 4-chloro-N-(5-((4-fluorophenyl)ethynyl)-3-methylpyridin-2-yl)-1-((1-(2-methylcyclopropane-1-carbonyl)piperidin-3-yl)methyl)-1H-pyrazole-5-carboxamide